2-(diethylamino)-N,N-dimethylacetamide C(C)N(CC(=O)N(C)C)CC